[C@H]12CN(C[C@H](CC1)N2)C2=NC(=NC1=CC(=CC=C21)C2=CC(=CC1=CC=CC=C21)O)N(C)CCN(C)C 4-(4-((1R,5S)-3,8-diazabicyclo[3.2.1]octan-3-yl)-2-((2-(dimethylamino)ethyl)(methyl)amino)quinazolin-7-yl)naphthalen-2-ol